8-phenyldibenzo[b,d]furan C1(=CC=CC=C1)C=1C=CC2=C(C3=C(O2)C=CC=C3)C1